COC1=CC=C2CC3(CCN(CC3)C(=O)[O-])C(C2=C1)=O 6-methoxy-1-oxo-1,3-dihydrospiro[indene-2,4'-piperidine]-1'-carboxylate